C[C@H](CCCO)CNC1=C(C=CC=C1)[N+](=O)[O-] (4R)-4-methyl-5-[(2-nitrophenyl)amino]pentan-1-ol